4-(4-(1H-indol-3-yl)pyrimidine-2-ylamino)-N'-(3-chlorobenzyl)benzoyl-hydrazine N1C=C(C2=CC=CC=C12)C1=NC(=NC=C1)NC1=CC=C(C(=O)NNCC2=CC(=CC=C2)Cl)C=C1